C1(CCCCC1)NC(CCCCCC[NH-])C1=CC(=CC=C1)N1C(NC(CC1)=O)=O 7-(Cyclohexylamino)-N-(3-(2,4-dioxotetrahydropyrimidin-1(2H)-yl)phenyl)heptylamide